FC1(CN=CC(=C1C1=C(C=CC=C1)OC1=CC=NC2=CC(=CC=C12)OCCO)F)C(=O)N 3,5-difluoro-4-([7-(2-hydroxyethoxy)quinolin-4-yl]oxylphenyl)pyridine-3-carboxamide